O1C2=C(OCC1)C=C(C=C2)C2N(CCC2([N+](=O)[O-])CCC(=O)OC)C=2C=C1C=NN(C1=CC2)C2=CC=C(C=C2)F methyl 3-(2-(2,3-dihydrobenzo[b][1,4]dioxin-6-yl)-1-(1-(4-fluorophenyl)-1H-indazol-5-yl)-3-nitropyrrolidin-3-yl)propanoate